4-((7-(4-chlorobenzyl)-1-(3-hydroxypropyl)-3-methyl-2,6-dioxo-2,3,6,7-tetrahydro-1H-purin-8-yl)oxy)benzonitrile ClC1=CC=C(CN2C(=NC=3N(C(N(C(C23)=O)CCCO)=O)C)OC2=CC=C(C#N)C=C2)C=C1